3-(6-amino-5-methoxypyrazin-2-yl)azetidine-1-carboxylic acid tert-butyl ester C(C)(C)(C)OC(=O)N1CC(C1)C1=NC(=C(N=C1)OC)N